(R)-2-(3-(1,1,2-trifluoro-1-(4-methyl-4H-1,2,4-triazol-3-yl)propan-2-yl)phenyl)-4-(trifluoromethyl)isoindolin-1-one FC([C@](C)(F)C=1C=C(C=CC1)N1C(C2=CC=CC(=C2C1)C(F)(F)F)=O)(C1=NN=CN1C)F